tert-butyl (R)-3-((6-bromopyridin-3-yl) oxy)-2-hydroxy-propionate BrC1=CC=C(C=N1)OC[C@H](C(=O)OC(C)(C)C)O